N-(2-ethyl-5-{[(2S)-1-hydroxy-4-(trifluoromethoxy)butan-2-yl]carbamoyl}phenyl)-5-(3-fluorophenyl)pyridine-3-carboxamide C(C)C1=C(C=C(C=C1)C(N[C@H](CO)CCOC(F)(F)F)=O)NC(=O)C=1C=NC=C(C1)C1=CC(=CC=C1)F